(S)-N-(1-(3-fluorophenyl)ethyl)-2-(1,3,4-trimethyl-7-oxo-1,7-dihydro-6H-pyrazolo[3,4-d]pyridazin-6-yl)acetamide FC=1C=C(C=CC1)[C@H](C)NC(CN1N=C(C2=C(C1=O)N(N=C2C)C)C)=O